N-{(1R)-1-[3-(difluoromethyl)-2-fluorophenyl]ethyl}-6-[4-(2-methoxyethyl)piperazin-1-yl]-2-methylpyrido[3,4-d]pyrimidin-4-amine FC(C=1C(=C(C=CC1)[C@@H](C)NC=1C2=C(N=C(N1)C)C=NC(=C2)N2CCN(CC2)CCOC)F)F